ClC1=C2CN(CC2=CC=C1)C(=O)C=1C=C2CN(C(C2=CC1)=O)C1C(NC(CC1)=O)=O 3-(5-(4-chloroisoindoline-2-carbonyl)-1-oxoisoindolin-2-yl)piperidine-2,6-dione